O=C1CCC2(CC(C2)OC2=CC=C(N=N2)C(=O)O)CC1 6-(7-oxospiro[3.5]nonan-2-yl)oxypyridazine-3-carboxylic acid